BrC=1C=CC(=NC1)OC1CC(C1)OC=1C=CC(=NC1)CC(C#C)O [5-[3-[(5-bromo-2-pyridinyl)oxy]cyclobutoxy]-2-pyridinyl]but-3-yn-2-ol